ClC1=C(C(=CC=C1)Cl)NC1=C(C=CC=C1)CC(=O)N[C@H](C(=O)N[C@H](C=O)CC=1N=CN(C1)C(C1=CC=CC=C1)(C1=CC=CC=C1)C1=CC=CC=C1)CC(C)C (S)-2-(2-(2-((2,6-dichlorophenyl)amino)phenyl)acetamido)-4-methyl-N-((S)-1-oxo-3-(1-trityl-1H-imidazol-4-yl)propan-2-yl)pentanamide